(E)-1-[4-(4-Hydroxypiperidin-1-yl)phenyl]-3-(4-methoxy-3-methylphenyl)prop-2-en-1-one OC1CCN(CC1)C1=CC=C(C=C1)C(\C=C\C1=CC(=C(C=C1)OC)C)=O